FC=1C=CC(=C(C1)[C@@H](N1CC2=CC=C(C=C2C1=O)C1=CC=C(C=C1)NC(OC(C)(C)C)=O)C=1NC2=CC=CC=C2C1)OC Tert-butyl (R)-(4-(2-((5-fluoro-2-methoxyphenyl)(1H-indole-2-yl)methyl)-3-oxoisoindole-5-yl)phenyl)carbamate